N1=C(C=CC=C1)C1(CCOC2(CCCC2)C1)CCNN1CCNC=C1 N-(2-(9-(pyridin-2-yl)-6-oxaspiro[4.5]decan-9-yl)ethyl)-2,3-dihydro-1H-pyrazin-1-amine